N1N=C(C2=CC=CC=C12)C=O 1H-indazole-3-carbaldehyde